(E)-N-(5-((5-cyano-4-(1-methyl-1H-indol-3-yl)pyrimidin-2-yl)amino)-2-fluoro-4-methoxyphenyl)-4-(dimethylamino)but-2-enamide C(#N)C=1C(=NC(=NC1)NC=1C(=CC(=C(C1)NC(\C=C\CN(C)C)=O)F)OC)C1=CN(C2=CC=CC=C12)C